((R)-2-((S)-2-((S)-2-amino-3-(1-trityl-1H-imidazol-4-yl)propanamido)-6-octanamidohexanamido)-3-(4-fluorophenyl)propanoyl)-L-tyrosine N[C@H](C(=O)N[C@H](C(=O)N[C@@H](C(=O)N[C@@H](CC1=CC=C(C=C1)O)C(=O)O)CC1=CC=C(C=C1)F)CCCCNC(CCCCCCC)=O)CC=1N=CN(C1)C(C1=CC=CC=C1)(C1=CC=CC=C1)C1=CC=CC=C1